(2-(2-amino-3,3-dimethylbutyl)-7-methoxy-2H-indazol-3-yl)methanol NC(CN1N=C2C(=CC=CC2=C1CO)OC)C(C)(C)C